FC1=C(C=CC(=C1)C=1C=NNC1)N1CCC(CC1)C(=O)N1CC2=CC=CC=C2C1 (1-(2-fluoro-4-(1H-pyrazol-4-yl)phenyl)piperidin-4-yl)(isoindolin-2-yl)methanone